C(#N)C1=C(C=CC=C1)[C@H]([C@H](C)C=1N(C(C(=C(N1)C(=O)NC=1C=NOC1)O)=O)C)C=1C=NN(C1)C([2H])([2H])[2H] (1s,2s)-(1-(2-cyanophenyl)-1-(1-(methyl-d3)-1H-pyrazol-4-yl)propan-2-yl)-5-hydroxy-N-(isoxazol-4-yl)-1-methyl-6-oxo-1,6-dihydropyrimidine-4-carboxamide